(3-(3-(1-aminoethyl)phenyl)-6-(2,3-dichlorophenyl)-5-methylpyrazin-2-yl)methanol NC(C)C=1C=C(C=CC1)C=1C(=NC(=C(N1)C)C1=C(C(=CC=C1)Cl)Cl)CO